BrC=1C=NC(=NC1)N1C(C=2C=3C=C(N=NC3NC2CC1)C1=C(C=CC=C1)OCOC)C 4-(5-bromopyrimidin-2-yl)-12-[2-(methoxymethoxy)phenyl]-3-methyl-4,8,10,11-tetrazatricyclo[7.4.0.02,7]trideca-1(9),2(7),10,12-tetraene